COC=1C=C(N(N1)C)NC(=S)N[C@H]1CCC2=C(C(=C(S2)NC(=O)[C@@H]2[C@H](C2)C)C(=O)OCC)C1 ethyl (5S)-5-[(5-methoxy-2-methyl-pyrazol-3-yl)carbamothioylamino]-2-[[(1S,2S)-2-methylcyclopropanecarbonyl]amino]-4,5,6,7-tetrahydrobenzothiophene-3-carboxylate